(1S,8R)-8-((R)-2-amino-2-phenylacetamido)-7-oxo-4-((phenylthio)methyl)-2-thiabicyclo[4.2.0]oct-4-ene-5-carboxylic acid N[C@@H](C(=O)N[C@@H]1C(C2C(=C(CS[C@H]12)CSC1=CC=CC=C1)C(=O)O)=O)C1=CC=CC=C1